2-(2-chloro-4-fluorobenzyl)-6-(4-methoxyphenyl)pyridazin-3(2H)-one ClC1=C(CN2N=C(C=CC2=O)C2=CC=C(C=C2)OC)C=CC(=C1)F